NC=1C=2N(C(=CN1)C(=C)OCC)N=C(C2C2=CC(=C(C(=O)[O-])C=C2)OC)C2=C(C=C(C=C2)NC(C(=C)F)=O)C.[Li+] lithium 4-(4-amino-7-(1-ethoxyvinyl)-2-(4-(2-fluoroacryloylamino)-2-methylphenyl) pyrazolo[1,5-a]pyrazin-3-yl)-2-methoxybenzoate